FC1=C(C=C(C(=C1)C(F)(F)F)F)NS(=O)(=O)C1=CNC(=C1)C=1N(C=CN1)CC N-[2,5-difluoro-4-(trifluoromethyl)phenyl]-5-(1-ethylimidazol-2-yl)-1H-pyrrole-3-sulfonamide